(s)-N-(2,6-dioxopiperidin-3-yl)-5-(4-formylpiperidin-1-yl)picolinamide O=C1NC(CC[C@@H]1NC(C1=NC=C(C=C1)N1CCC(CC1)C=O)=O)=O